N-((2-methyl-4-(4-(trifluoromethoxy)phenyl)-4,5,6,7-tetrahydro-2H-pyrazolo[4,3-b]pyridin-6-yl)methyl)acrylamide CN1N=C2C(N(CC(C2)CNC(C=C)=O)C2=CC=C(C=C2)OC(F)(F)F)=C1